((4-Bromo-6-fluoro-1H-indol-5-yl)thio)picolinonitrile BrC1=C2C=CNC2=CC(=C1SC=1C(=NC=CC1)C#N)F